BrC=1C=NC=CC1C(=C)C 3-bromo-4-(prop-1-en-2-yl)pyridine